N-(2-(ethylamino)-5-nitrophenyl)acetamide C(C)NC1=C(C=C(C=C1)[N+](=O)[O-])NC(C)=O